CN(C=1SC2=C(N=NC(=C2)C2=C(C=C(C=C2)C=2C=NNC2)O)N1)[C@@H]1CNCCC1 2-(6-{Methyl-[(3S)-piperidin-3-yl]amino}[1,3]thiazolo[4,5-c]pyridazin-3-yl)-5-(1H-pyrazol-4-yl)phenol